4-[(E)-3-[4-(2-Methoxyethoxy)phenyl]-3-oxoprop-1-enyl]benzoic acid COCCOC1=CC=C(C=C1)C(/C=C/C1=CC=C(C(=O)O)C=C1)=O